propan-2-yl (2R)-{[(2S,5R)-2-carbamoyl-3-methyl-7-oxo-1,6-diazabicyclo[3.2.1]oct-3-en-6-yl]oxy}(fluoro)ethanoate C(N)(=O)[C@H]1N2C(N([C@H](C=C1C)C2)O[C@@H](C(=O)OC(C)C)F)=O